CC1C(CC1)C(=O)NC1=CC(=C(C=C1)C)C1=NC=CC=C1 2-methyl-N-(4-methyl-3-pyridin-2-ylphenyl)cyclobutane-1-carboxamide